CN1[C@@H](CCC1)COC=1N=CC2=C(N1)CN(CC2)C(=O)[O-] 2-(((S)-1-methylpyrrolidin-2-yl)methoxy)-5,8-dihydropyrido[3,4-d]pyrimidine-7(6H)-carboxylate